4-[2-Cyclopropyl-6-(6-{2-[(oxetan-3-ylmethyl)amino]propan-2-yl}-1-oxo-3H-isoindol-2-yl)pyridin-4-yl]-3-(4-methyl-1,2,4-triazol-3-yl)benzonitrile C1(CC1)C1=NC(=CC(=C1)C1=C(C=C(C#N)C=C1)C1=NN=CN1C)N1C(C2=CC(=CC=C2C1)C(C)(C)NCC1COC1)=O